8-quinolinamine N1=CC=CC2=CC=CC(=C12)N